N-isopropyl-2-(3-pyridyl)indazole-4-carboxamide C(C)(C)NC(=O)C=1C2=CN(N=C2C=CC1)C=1C=NC=CC1